5-chloro-2-((3R,5R)-3,5-dimethylmorpholino)pyridin-4-amine ClC=1C(=CC(=NC1)N1[C@@H](COC[C@H]1C)C)N